C1(CC1)C1=NNC(=N1)C=1SC=CC1NC(CC1=CC=C(C=C1)OC)=O N-(2-(3-cyclopropyl-1H-1,2,4-triazol-5-yl)thiophen-3-yl)-2-(4-methoxyphenyl)acetamide